C(N)(=O)C1(CCN(CC1)C1=CC2=C(CC(O2)(C)C)C=C1NC(=O)C=1C=NN2C1N=CC=C2)C N-(6-(4-carbamoyl-4-methylpiperidin-1-yl)-2,2-dimethyl-2,3-dihydrobenzofuran-5-yl)pyrazolo[1,5-a]pyrimidine-3-carboxamide